({5-Bromo-2-[3-(morpholin-4-yl)propoxy]pyridin-3-yl}sulfamoyl)dimethylamine BrC=1C=C(C(=NC1)OCCCN1CCOCC1)NS(=O)(=O)N(C)C